Methyl-3-oxobutanoic acid phenyl ester C1(=CC=CC=C1)OC(C(C(C)=O)C)=O